4-bromo-2-(5-(trimethylsilyl)isoxazol-3-yl)phenol BrC1=CC(=C(C=C1)O)C1=NOC(=C1)[Si](C)(C)C